[Br-].C(C#C)N1CC=CC=C1 N-propargyl-pyridine bromide